(Z)-3-(3-(1-cyanocyclopropyl)-7-fluoro-1H-indazol-6-yl)-2-fluoro-N-(5-fluoro-2,4-dimethylpyridin-3-yl)acrylamide C(#N)C1(CC1)C1=NNC2=C(C(=CC=C12)\C=C(\C(=O)NC=1C(=NC=C(C1C)F)C)/F)F